(R)-1-phenylethyl (3R,4S)-4-allyl-3-((S)-2-(((benzyloxy)carbonyl)amino)propanamido)-1-(N-(2-((tert-butoxycarbonyl)amino)ethyl)sulfamoyl)pyrrolidine-3-carboxylate C(C=C)[C@@H]1[C@@](CN(C1)S(NCCNC(=O)OC(C)(C)C)(=O)=O)(C(=O)O[C@H](C)C1=CC=CC=C1)NC([C@H](C)NC(=O)OCC1=CC=CC=C1)=O